COC([C@@H](NC(C(F)(F)F)C1=CC(=C(C=C1)C1=C(C=CC(=C1)N1CCOCC1)O)F)CC(C)C)=O (2,2,2-trifluoro-1-(2-fluoro-2'-hydroxy-5'-morpholino-[1,1'-biphenyl]-4-yl)ethyl)-L-leucine methyl ester